tert-butyl N-[(3R)-7-cyano-8-fluoro-4-oxo-5-[[4-(1,1,2,2-tetrafluoroethoxy)phenyl]methyl]-2,3-dihydro-1,5-benzothiazepin-3-yl]carbamate C(#N)C=1C(=CC2=C(N(C([C@H](CS2)NC(OC(C)(C)C)=O)=O)CC2=CC=C(C=C2)OC(C(F)F)(F)F)C1)F